O[C@@H]1C[C@@H]2C[C@@H](CC[C@@]2([C@H]2CC[C@]3([C@H]([C@H]12)CC[C@@H]3[C@@H](CCC(=O)O)C)C)C)O (4R)-4-[(1R,3aS,3bR,4R,5aS,7R,9aS,9bS,11aR)-4,7-Dihydroxy-9a,11a-dimethylhexadecahydro-1H-cyclopenta[a]phenanthrene-1-yl]pentanoic acid